C1(=CC=C2C=CC3=CC=CC4=CC=C1C2=C34)N3C(=O)C4C2C=CC(C4C3=O)C2 N-pyrenyl-5-norbornene-2,3-dicarboximide